1-(5-fluoropyrimidin-2-yl)-6-methyl-6,7-dihydro-1H-[1,2,3]triazolo[4,5-c]pyridin-5(4H)-yl(3-methyl-2-(trifluoromethyl)pyridin-4-yl)methanone FC=1C=NC(=NC1)N1N=NC=2CN(C(CC21)C)C(=O)C2=C(C(=NC=C2)C(F)(F)F)C